C(C)(C)(C)[C@]1(N(C(OC1)(C)C)C(=O)OCC=1C=C(C=C(C1)OC)CO)C1=CC=C(C=C1)[C@@H](CC)C(=O)OCC |&1:31| (5-methoxy-1,3-phenylene)dimethanol (±)-Tert-butyl-(4S)-4-[4-(1-ethoxycarbonylpropyl)phenyl]-2,2-dimethyl-oxazolidine-3-carboxylate